C(C(=C)C)(=O)OC(COCCOC(C(=C)C)=O)C methyl-diethylene glycol dimethacrylate